C(C)(C)(C)C=1C=C(CN(C(CN(S(=O)(=O)C2=C(C(=C(C(=C2F)F)F)F)F)CC2=C(C(=C(C(=C2F)F)F)F)F)=O)C2=C(C=C(C(=O)O)C=C2)OC)C=C(C1)C1CC1 4-(N-(3-(tert-butyl)-5-cyclopropylbenzyl)-2-(N-((perfluorophenyl)methyl)-(2,3,4,5,6-pentafluoro-phenyl)sulfonamido)acetamido)-3-methoxybenzoic acid